N-{[(3R,4S)-4-Methyl-2-(1-methyl-4-phenyl-1H-pyrazol-3-carbonyl)-2-azabicyclo[3.1.1]heptan-3-yl]methyl}-5-(trifluoromethyl)pyridin-2-amin C[C@@H]1[C@@H](N(C2CC1C2)C(=O)C2=NN(C=C2C2=CC=CC=C2)C)CNC2=NC=C(C=C2)C(F)(F)F